C(C1=CC=CC=C1)N(C(=O)C=1C=CC(=C2C=CC=NC12)N[C@@H]1CN(CC1)CC(N1[C@@H](CCC1)C#N)=O)C N-Benzyl-N-methyl-5-[[(3S)-1-[2-oxo-2-[(2S)-2-cyanopyrrolidin-1-yl]ethyl]pyrrolidin-3-yl]amino]chinolin-8-carboxamid